3-[(2-Nitrobenzyl)oxy]propionic acid [N+](=O)([O-])C1=C(COCCC(=O)O)C=CC=C1